tert-Butyl 3-{[5-(2-chloro-6-fluorophenyl)-1-trityl-1H-indazol-3-yl]carbamoyl}piperidine-1-carboxylate ClC1=C(C(=CC=C1)F)C=1C=C2C(=NN(C2=CC1)C(C1=CC=CC=C1)(C1=CC=CC=C1)C1=CC=CC=C1)NC(=O)C1CN(CCC1)C(=O)OC(C)(C)C